FC=1C(=NC(=C(C1)N1CCC(CC1)=O)C)C1C(NC(CC1)=O)=O 3-(3-fluoro-6-methyl-5-(4-oxopiperidin-1-yl)pyridin-2-yl)piperidine-2,6-dione